FC1=CC=C(C=C1)NC(C(C)C12CC(C1)(C2)NC=2N=CC=C1C=CC=NC21)=O N-(4-fluorophenyl)-2-{3-[(1,7-naphthyridin-8-yl)amino]bicyclo[1.1.1]pentan-1-yl}propanamide